5-CYANO-2-METHYLPHENYLBORONIC ACID C(#N)C=1C=CC(=C(C1)B(O)O)C